4,4'-bis-methoxytrityl chloride COC1=CC=C(C(C2=CC=C(C=C2)OC)(C2=CC=CC=C2)Cl)C=C1